C1(=CC=C(C=C1)C(=O)C=1C=NC2=CC=CC=C2C1)C 3-p-toluoylquinolin